1-(5-bromoisoindolin-2-yl)-2-(4-methylpiperazin-1-yl)ethan-1-one BrC=1C=C2CN(CC2=CC1)C(CN1CCN(CC1)C)=O